FC1=C(C=CC(=C1C)OC1=CC2=C(N(C=N2)C)C=C1)NC1=NC=NC2=C1N=C(N=C2)SC2CCN(CC2)C(C=C)=O 1-(4-((8-((2-fluoro-3-methyl-4-((1-methyl-1H-benzo[d]imidazol-5-yl)oxy)phenyl)amino)pyrimido[5,4-d]pyrimidin-2-yl)thio)piperidin-1-yl)prop-2-en-1-one